7-chloro-8-iodo-[1,2,4]triazolo[4,3-c]pyrimidin-5-amine ClC1=C(C=2N(C(=N1)N)C=NN2)I